[Si](C1=CC=CC=C1)(C1=CC=CC=C1)(C(C)(C)C)OCCC(=O)N(C)CC1=C(C=CC(=C1)F)[N+](=O)[O-] 3-[(tert-Butyldiphenylsilyl)oxy]-N-[(5-fluoro-2-nitrophenyl)methyl]-N-methylpropanamide